BrC1=NN2C(S1)=NC(=C2NC=O)CC N-(2-bromo-6-ethylimidazo[2,1-b][1,3,4]thiadiazol-5-yl)carboxamide